2-methoxy-3-(triisopropylsiloxy)propanal COC(C=O)CO[Si](C(C)C)(C(C)C)C(C)C